4-{[3-(1-{[(3S,4R)-3-fluoro-1-methylpiperidin-4-yl]amino}-6-[(trifluoromethyl)sulfanyl]pyrrolo[1,2-a]pyrazin-7-yl)prop-2-yn-1-yl]amino}-3-hydroxy-N-methylbenzamide F[C@H]1CN(CC[C@H]1NC=1C=2N(C=CN1)C(=C(C2)C#CCNC2=C(C=C(C(=O)NC)C=C2)O)SC(F)(F)F)C